4-[4-(2,3-dipropoxyphenyl)-2,6-difluoro-phenoxy]butanoic acid C(CC)OC1=C(C=CC=C1OCCC)C1=CC(=C(OCCCC(=O)O)C(=C1)F)F